[Na].ClC1=C(C(=CC=C1)Cl)O 2,6-dichlorophenol sodium